F[C@@H]1[C@]2(CC[C@@](C[C@@H]1N(C1=CN=C(N=N1)C1=C(C=C(C=C1)N1C=NC=C1)O)C)(N2)C)C 2-(6-(((1R,2S,3S,5S)-2-fluoro-1,5-dimethyl-8-azabicyclo[3.2.1]octan-3-yl)(methyl)amino)-1,2,4-triazin-3-yl)-5-(1H-imidazol-1-yl)phenol